2,3,6-trimethyl-4-propoxyphenol CC1=C(C(=CC(=C1C)OCCC)C)O